1-(6-chloropyridin-3-yl)-N-(2,4,5-trifluorobenzyl)methylamine ClC1=CC=C(C=N1)CNCC1=C(C=C(C(=C1)F)F)F